sodium 2-(2-(tert-butyl)-8-methyl-9-(methylthio)-5-oxobenzo[b][1,8]naphthyridin-10(5H)-yl)acetate C(C)(C)(C)C=1C=CC=2C(C3=C(N(C2N1)CC(=O)[O-])C(=C(C=C3)C)SC)=O.[Na+]